bis(4-glycidoxyphenyl)-2,2-dichloroethylene C(C1CO1)OC1=CC=C(C=C1)C(=C(Cl)Cl)C1=CC=C(C=C1)OCC1CO1